ON=C(N)C1=CC(=CC=C1)O N',3-Dihydroxybenzenecarboxamidine